Tetrakis(dimethylamino)molybdenum (IV) CN(C)[Mo](N(C)C)(N(C)C)N(C)C